3-chloro(N-methylphthalimide) ClC1=C2C(C(=O)N(C2=O)C)=CC=C1